4-[7-bromo-8-fluoro-2-[[(2S)-1-methylpyrrolidin-2-yl]methoxy]-6-(trifluoromethyl)quinazolin-4-yl]-2,5-dimethyl-piperazine-1-carboxylic acid tert-butyl ester C(C)(C)(C)OC(=O)N1C(CN(C(C1)C)C1=NC(=NC2=C(C(=C(C=C12)C(F)(F)F)Br)F)OC[C@H]1N(CCC1)C)C